tertbutyl (4-(8-bromo-4,5-dihydrobenzo[b]thieno[2,3-d]oxepine-9-carboxamido)benzyl)carbamate BrC=1C(=CC2=C(OCCC3=C2SC=C3)C1)C(=O)NC1=CC=C(CNC(OC(C)(C)C)=O)C=C1